Cl.[N+](=O)([O-])C=1N(C=CN1)CCN 2-(2-nitro-1H-imidazol-1-yl)ethylamine hydrochloride